(2S)-3-(3-bromophenyl)-2-[9H-fluoren-9-yl-methoxycarbonyl-(methyl)amino]propanoic acid BrC=1C=C(C=CC1)C[C@@H](C(=O)O)N(C)C(=O)OCC1C2=CC=CC=C2C=2C=CC=CC12